3-(2-(bis(methyl-d3)amino)ethyl-2,2-d2)-1H-indol-4-yl-2,5,6,7-d4 dihydrogen phosphate P(=O)(OC1=C2C(=C(NC2=C(C(=C1[2H])[2H])[2H])[2H])CC([2H])([2H])N(C([2H])([2H])[2H])C([2H])([2H])[2H])(O)O